6-imidazo[1,2-a]pyrazin-3-yl-N-(1-phenylethyl)quinazolin-4-amine N=1C=C(N2C1C=NC=C2)C=2C=C1C(=NC=NC1=CC2)NC(C)C2=CC=CC=C2